tert-butyl (1R,5S)-3-((R or S)-6-chloro-8-fluoro-2,7-bis(3-(methoxymethoxy) naphthalen-1-yl) quinazolin-4-yl)-3,8-diazabicyclo[3.2.1]octane-8-carboxylate ClC=1C=C2C(=NC(=NC2=C(C1C1=CC(=CC2=CC=CC=C12)OCOC)F)C1=CC(=CC2=CC=CC=C12)OCOC)N1C[C@H]2CC[C@@H](C1)N2C(=O)OC(C)(C)C